C(C)OC1(CCC(CC1)C(F)(F)F)N ethoxy-4-(trifluoromethyl)cyclohexane-1-amine